1-methyl-4,5,6,7-tetrahydro-1H-pyrrolo[2,3-c]pyridine CN1C=CC2=C1CNCC2